C(C)S(=O)(=O)C=1C(=NC(=CC1)N1N=C(C=C1C)C(F)(F)F)C1=NC=2N(C=C1)N=C(C2)C(F)(F)F 5-(3-(ethylsulfonyl)-6-(5-methyl-3-(trifluoromethyl)-1H-pyrazol-1-yl)pyridin-2-yl)-2-(trifluoromethyl)pyrazolo[1,5-a]pyrimidine